C(C)(C)(C)OC(NC(C)CO)=O 3-hydroxypropan-2-yl-carbamic acid tert-butyl ester